O[C@@H](C(=O)[O-])C.[Mg+2].O[C@@H](C(=O)[O-])C magnesium D-2-hydroxypropionate